5-(1-(dimethylamino)ethyl)-N,N-bis(4-methoxybenzyl)-1-methyl-1H-pyrazole-3-sulfonamide CN(C(C)C1=CC(=NN1C)S(=O)(=O)N(CC1=CC=C(C=C1)OC)CC1=CC=C(C=C1)OC)C